P(OC1=C(C=C(C=C1)C(C)(C)C1=CC=CC=C1)C(C)(C)C1=CC=CC=C1)(OC1=C(C=C(C=C1)C(C)(C)C1=CC=CC=C1)C(C)(C)C1=CC=CC=C1)OC1=C(C=C(C=C1)C(C)(C)C1=CC=CC=C1)C(C)(C)C1=CC=CC=C1 tris(2,4-dicumylphenyl) phosphite